CC1(CC[C@@H](CN1)NC1=NC=C(C(=N1)C1=CNC=2C(N(CCCC21)C(C)C=2SC=CN2)=O)C(F)(F)F)C 3-(2-{[(3S)-6,6-dimethylpiperidin-3-yl]amino}-5-(trifluoromethyl)pyrimidin-4-yl)-7-[1-(1,3-thiazol-2-yl)ethyl]-1H,4H,5H,6H,7H,8H-pyrrolo[2,3-c]azepin-8-one